CC1=C(C(=O)NC2=CC3=C(N=C(S3)C)C=C2)C=CC=C1 methyl-N-(2-methyl-1,3-benzothiazol-6-yl)benzamide